1,4-Xylylendiamine C1(=CC=C(C=C1)CN)CN